1-(3,7-bis(dimethylamino)-phenothiazin-10-yl)ethanone CN(C=1C=CC=2N(C3=CC=C(C=C3SC2C1)N(C)C)C(C)=O)C